ethyl 6-(5-fluoro-2-methoxybenzyl)-8-(4-methoxy-3-(pentyloxy)phenyl)-7-oxo-2,6,8-triazaspiro[3.5]nonane-2-carboxylate FC=1C=CC(=C(CN2CC3(CN(C3)C(=O)OCC)CN(C2=O)C2=CC(=C(C=C2)OC)OCCCCC)C1)OC